NCC=1C=NC(=NC1)C1=C(C=C(C#N)C=C1)OC1=CN=NC(=C1)NCC(C)C 4-[5-(aminomethyl)pyrimidin-2-yl]-3-[6-(2-methylpropylamino)pyridazin-4-yl]oxybenzonitrile